ClC=1C=C(CNCCCCOCCNC2=CC(=CC=3NN=NC32)C3=CN=NC=C3)C=CC1OC(F)(F)F N-(2-(4-((3-chloro-4-(trifluoromethoxy)benzyl)amino)butoxy)ethyl)-6-(pyridazin-4-yl)-1H-benzo[d][1,2,3]triazol-4-amine